(R)-3-cyclopentyl-3-[4-(7H-pyrrolo[2,3-d]pyrimidin-4-yl)-1H-pyrazol-1-yl]propionitrile C1(CCCC1)[C@@H](CC#N)N1N=CC(=C1)C=1C2=C(N=CN1)NC=C2